C(C)(C)N1C(=NN2C(C1=O)=NC=C2C=2C=NN(C2)C2OCCCC2)C=2C=NN(C2)CCNC(C)=O N-(2-(4-(3-isopropyl-4-oxo-7-(1-(tetrahydro-2H-pyran-2-yl)-1H-pyrazol-4-yl)-3,4-dihydroimidazo[2,1-f][1,2,4]triazin-2-yl)-1H-pyrazol-1-yl)ethyl)acetamide